B(O)(O)CCCC12CCNC2(CC1)C(=O)O 5-(3-boronopropyl)-2-azabicyclo[3.2.0]heptane-1-carboxylic acid